C1(CC1)S(=O)(=O)NCC=1N=NN(C1)[C@H](C(=O)N1[C@@H](C[C@H](C1)O)C(=O)NC)C(C)(C)C (2S,4r)-1-[(2S)-2-[4-[(cyclopropylsulfonylamino)methyl]triazol-1-yl]-3,3-dimethyl-butyryl]-4-hydroxy-N-methyl-pyrrolidine-2-carboxamide